FC(OC1=C(C=C(C=C1)SC(F)F)C1=NN(C=C1NC(=O)C=1C=NN2C1N=CC=C2)C2C(N(CC2)C)=O)F N-[3-[2-(difluoromethoxy)-5-(difluoromethyl-sulfanyl)phenyl]-1-(1-methyl-2-oxo-pyrrolidin-3-yl)pyrazol-4-yl]pyrazolo[1,5-a]pyrimidine-3-carboxamide